1-(3,4-dimethoxyphenyl)-6,7-dimethoxy-3,4-dihydroisoquinoline-2(1H)-carboxylic acid tert-butyl ester C(C)(C)(C)OC(=O)N1C(C2=CC(=C(C=C2CC1)OC)OC)C1=CC(=C(C=C1)OC)OC